C(C)O\C=C/CCCCCCCC (Z)-1-ethoxy-1-decene